2,N2,N2-trimethyl-propane-1,2-diamine CC(CN)(C)N(C)C